C1(=CC=CC=C1)C1=C(C(=C(C(=C1C1=CC=CC=C1)C1=CC=CC=C1)C1=CC=CC=C1)C1=CC=CC=C1)C1=C2C=CC=CC2=C(C2=CC=CC=C12)C=1C2=CC=CC=C2C(=C2C=CC=CC12)C1=C(C(=C(C(=C1C1=CC=CC=C1)C1=CC=CC=C1)C1=CC=CC=C1)C1=CC=CC=C1)C1=CC=CC=C1 10,10'-bis[(2,3,4,5,6-pentaphenyl)phenyl]9,9'-bianthracene